ClC1=CC=C(C=C1)C(ON=C(C1=CC=CC=C1)C1=CC=CC=C1)(C1=CC=CC=C1)C1=CC=C(C=C1)Cl Benzophenone O-(bis(4-chlorophenyl)(phenyl)methyl) oxime